2-((3-chloro-4-fluorophenyl)(3,4-difluorophenyl)methyl)-N-(2-hydroxycyclopentyl)-1H-imidazole-4-sulfonamide ClC=1C=C(C=CC1F)C(C=1NC=C(N1)S(=O)(=O)NC1C(CCC1)O)C1=CC(=C(C=C1)F)F